C(#N)C1=NC(=CC2=C1CC(C2)C=O)OCCNC(OC(C)(C)C)=O tert-Butyl N-[2-[(1-cyano-6-formyl-6,7-dihydro-5H-cyclopenta[c]pyridin-3-yl)oxy]ethyl]carbamate